2-(4-(3-isopropyl-2-(4-methylbenzo[d]oxazol-6-yl)-1H-indol-5-yl)piperidin-1-yl)-N,N-dimethylacetamide C(C)(C)C1=C(NC2=CC=C(C=C12)C1CCN(CC1)CC(=O)N(C)C)C1=CC2=C(N=CO2)C(=C1)C